N-(1-methylcyclopropyl)-3-(5-methyl-1,3,4-thiadiazol-2-yl)-2-oxo-1-(2-pyrrolidin-1-ylethyl)benzimidazole-5-sulfonamide CC1(CC1)NS(=O)(=O)C1=CC2=C(N(C(N2C=2SC(=NN2)C)=O)CCN2CCCC2)C=C1